4-methyl-1,7-nonanediol CC(CCCO)CCC(CC)O